NC1=C(C(=O)OC)C=C(C(=C1)OCCC1=C(C=C(C(=C1)C(=O)OC)N(C(=O)OC(C)(C)C)C(=O)OC(C)(C)C)Cl)OC methyl 2-amino-4-(4-(bis(tert-butoxycarbonyl)amino)-2-chloro-5-(methoxycarbonyl)phenethoxy)-5-methoxybenzoate